2,2'-{(1-ethyl-1H-pyrrole-2,5-diyl)bis[(thieno[3,2-b]furan-2,5-diyl)methanylylidene]}dipropanedinitrile C(C)N1C(=CC=C1C1=CC2=C(O1)C=C(S2)C=C(C#N)C#N)C2=CC1=C(O2)C=C(S1)C=C(C#N)C#N